FC1=C(C=C2NC(C(=NC2=C1F)C)=O)CN1CCN(CC1)C=1C=CC(=NC1C)C(=O)NCCF 5-(4-((7,8-difluoro-2-methyl-3-oxo-3,4-dihydroquinoxalin-6-yl)methyl)piperazin-1-yl)-N-(2-fluoroethyl)-6-methylpicolinamide